4,4'-[propane-1,3-diylbis(piperidine-1,4-diyl)]dianiline C(CCN1CCC(CC1)C1=CC=C(N)C=C1)N1CCC(CC1)C1=CC=C(N)C=C1